C1(CC1)S(=O)(C)=NC(OCC1=CC=CC=C1)=O Benzyl (cyclopropyl(methyl)(oxo)-λ6-sulfaneylidene)carbamate